CN[C@@H](C(=O)O)CCC=C (R)-2-(methylamino)hex-5-enoic acid